OC1(CC1)C1=CC=C(C=C1)C#CC1CN(C1)C(=O)N1C[C@@H]2[C@@H](OCC(N2)=O)CC1 (4aR,8aS)-6-[3-[2-[4-(1-Hydroxycyclopropyl)phenyl]ethynyl]azetidine-1-carbonyl]-4,4a,5,7,8,8a-hexahydropyrido[4,3-b][1,4]oxazin-3-one